Cl.C1(=CC=CC=C1)C(C1=CC=CC=C1)(C1=CC=CC=C1)C1=CC=CC=C1 tetraphenyl-methane hydrochloride